C1(CC1)C(=O)NC1=NC=C(C(=O)NC)C(=C1)NC1=C(C=2N(C=C1)N=CC2[C@H](C(F)(F)F)O)OC (R)-6-(cyclopropanecarboxamido)-4-((4-methoxy-3-(2,2,2-trifluoro-1-hydroxyethyl)pyrazolo[1,5-a]pyridin-5-yl)amino)-N-methylnicotinamide